OC(C#CCCS(=O)(=O)[O-])(C)C 4-hydroxy-4-methylpent-2-yn-1-ylmethylsulfonate